3-(((S)-10-Hydroxy-7-((R)-2-phenylpiperazine-1-carbonyl)-7-azaspiro[4.5]decan-10-yl)methyl)-6-(4-methoxyphenyl)pyrimidin-4(3H)-one O[C@]1(CCN(CC12CCCC2)C(=O)N2[C@@H](CNCC2)C2=CC=CC=C2)CN2C=NC(=CC2=O)C2=CC=C(C=C2)OC